C1(CCC1)C(C1=CC=CC=C1)C(C#N)C#N (cyclobutyl-(phenyl)methyl)malononitrile